4-[4-[6-(cyclopropylmethoxymethyl)-2-pyridinyl]-2,6-difluoro-phenoxy]butanoic acid C1(CC1)COCC1=CC=CC(=N1)C1=CC(=C(OCCCC(=O)O)C(=C1)F)F